CC=1C=2N(C=CC1/C=C/C(=O)OCC)C(=NN2)C(F)(F)F ethyl (E)-3-(8-methyl-3-(trifluoromethyl)-[1,2,4]triazolo[4,3-a]pyridine-7-yl)acrylate